decyl pentadecafluorooctanoate FC(C(C(C(C(C(C(C(=O)OCCCCCCCCCC)(F)F)(F)F)(F)F)(F)F)(F)F)(F)F)(F)F